C1(=CC=CC=C1)C(N)C#N α-Phenylglycinonitrile